C(C)OC(C1=C(CNC2=C(NC=C2)C(=O)OCC)C=CC(=C1)C(F)(F)F)OCC Ethyl 3-{[2-(diethoxymethyl)-4-(trifluoromethyl)benzyl]amino}-1H-pyrrol-2-carboxylate